ClC=1C(=CC=2C(=C3C(=NC2C1)C1=CC2=C(C(N1C3)=O)COC([C@]2(O)CC)=O)CC(C(=O)N)(C(C)C)O)C (((S)-8-chloro-4-ethyl-4-hydroxy-9-methyl-3,14-dioxo-3,4,12,14-tetrahydro-1H-pyrano[3',4':6,7]indolizino[1,2-b]quinolin-11-yl)methyl)-2-hydroxy-3-methylbutanamide